Cl.COC1=CC=C(C=C1)C1=NC2=CC=CC=C2C(=C1)NCCCNCCC1=NC=CC=C1 N1-(2-(4-methoxyphenyl)quinolin-4-yl)-N3-(2-(pyridin-2-yl)ethyl)propane-1,3-diamine hydrochloride